(2R,3S)-3-((2-(2-(dimethylamino)-7-methylquinoxalin-5-yl)-5-fluorobenzo[d]thiazol-6-yl)oxy)butan-2-yl (2-methylpyrimidin-5-yl)carbamate CC1=NC=C(C=N1)NC(O[C@H](C)[C@H](C)OC1=CC2=C(N=C(S2)C2=C3N=CC(=NC3=CC(=C2)C)N(C)C)C=C1F)=O